γ-glutamylphenylalanine N[C@@H](CCC(=O)N[C@@H](CC1=CC=CC=C1)C(=O)O)C(=O)O